FC1=CN=CC2=C1N=CN=C2OCC[Si](C)(C)C 8-fluoro-4-(2-(trimethylsilyl)ethoxy)pyrido[4,3-d]pyrimidine